CN(C)CC1OC2=C(OC1)C=CC(=C2)NC2=NC=CC(=N2)NC=2C=NC1=CC=CC=C1C2 2-{3-[(dimethylamino)methyl]-2,3-dihydro-1,4-benzodioxin-6-ylamino}-4-(3-quinolylamino)pyrimidine